C(CCC(=O)[O-])(=O)OCCCCCCCCC(C)C monoisoundecyl succinate